C1(CC1)C1=NOC(=N1)C1=C(SC(=C1C)C)N 3-(3-cyclopropyl-1,2,4-oxadiazol-5-yl)-4,5-dimethylthiophen-2-amine